gallium(III) fluoride [F-].[Ga+3].[F-].[F-]